COC=1C=C(C=CC1N1CCC(CC1)N1CCN(CC1)C)NC1=NC=C(C(=N1)N1OCCC1C1=CC(=CC=C1)OC)C(F)(F)F N-(3-methoxy-4-(4-(4-methylpiperazin-1-yl)piperidin-1-yl)phenyl)-4-(3-(3-methoxyphenyl)isooxazolidin-2-yl)-5-(trifluoromethyl)pyrimidin-2-amine